FC(S(=O)(=O)C1CC2OCC3=CN=CCC(=C32)C1)(F)F 8-((Trifluoromethyl)sulfonyl)-1,6,7,8,9,9a-hexahydrobenzofuro[3,4-cd]azepine